NCC(O)C=1C=CC(=NC1)C1=C(C=C(C#N)C=C1)OC=1N(N=C(C1)C1=C(C=CC=C1)OCC1=CC=CC=C1)C 4-[5-(2-amino-1-hydroxyethyl)pyridin-2-yl]-3-[2-methyl-5-(2-phenylmethoxyphenyl)pyrazol-3-yl]oxybenzonitrile